4-(benzylthio)-2-ethyl-5-methoxypyridine C(C1=CC=CC=C1)SC1=CC(=NC=C1OC)CC